[Na+].NC1=NC=NN2C1=C(C=C2C=2C=NC(=C(C(=O)[O-])C2)OC)Cl 5-(4-amino-5-chloropyrrolo[2,1-f][1,2,4]triazin-7-yl)-2-methoxynicotinic acid, sodium salt